4-(2-methoxy-4-{6-oxo-2h,6h,7h-pyrazolo[3,4-b]pyridin-4-yl}phenoxy)-3-(trifluoromethyl)benzonitrile COC1=C(OC2=C(C=C(C#N)C=C2)C(F)(F)F)C=CC(=C1)C=1C=2C(NC(C1)=O)=NNC2